tert-butyl 3-(6-bromopyridin-2-yl)-3,6-diazabicyclo[3.1.1]heptane-6-carboxylate BrC1=CC=CC(=N1)N1CC2N(C(C1)C2)C(=O)OC(C)(C)C